C(C)C=1C=C(C=C2C=NC(=NC12)NC1CCOCC1)B1OC(C(O1)(C)C)(C)C 8-ethyl-N-(oxan-4-yl)-6-(4,4,5,5-tetramethyl-1,3,2-dioxaborolan-2-yl)quinazolin-2-amine